1-(2-Chloropyrimidin-4-yl)-1H-indole-3-carbonitrile ClC1=NC=CC(=N1)N1C=C(C2=CC=CC=C12)C#N